2-chloro-8-methyl-6H-pyrano[3,4-B]pyridin-5(8H)-one ClC1=CC=C2C(=N1)C(OCC2=O)C